6-(1H-IMIDAZOL-2-YL)-HEXANAL N1C(=NC=C1)CCCCCC=O